C(C)(C)(C)OC(N(C)CC=1C=C(C=C2CCOCC12)Br)=O ((6-bromoisochroman-8-yl)methyl)(methyl)carbamic acid tert-butyl Ester